N[C@@H](CCCNC(N)=N)C(=O)O.N[C@@H](CCCNC(N)=N)C(=O)O.OC=1C(C(C(C1O)=O)=O)=O 4,5-dihydroxy-4-cyclopentene-1,2,3-trione di-arginine salt